ClC=1C=NC(=C(C(=O)NC2CCC(CC2)CN2C(N(C3=C2C=CC=C3)CC3=C(C=CC=C3)C#N)=O)C1)C 5-chloro-N-((1r,4r)-4-((3-(2-cyanobenzyl)-2-oxo-2,3-dihydro-1H-benzo[d]imidazol-1-yl)methyl)cyclohexyl)-2-methyl-nicotinamide